CC1=CC=C(C=C(C(=O)OCC)C#N)C=C1 ethyl 4-methyl-α-cyanocinnamate